methyl 3-amino-6-chloro-5-(cyclopropylamino)pyrazine-2-carboxylate NC=1C(=NC(=C(N1)NC1CC1)Cl)C(=O)OC